N-(3-cyano-4-fluorophenyl)-6-methyl-2,3-dihydro-1H-pyrrolizine-7-carboxamide C(#N)C=1C=C(C=CC1F)NC(=O)C=1C(=CN2CCCC12)C